2-chloro-4-[[3-[1-(cyanomethyl)-3-(trifluoromethyl)pyrazol-4-yl]imidazo[1,2-a]pyrazin-8-yl]amino]-N-[2-oxo-2-[[(3R)-pyrrolidin-3-yl]amino]ethyl]benzamide ClC1=C(C(=O)NCC(N[C@H]2CNCC2)=O)C=CC(=C1)NC=1C=2N(C=CN1)C(=CN2)C=2C(=NN(C2)CC#N)C(F)(F)F